CN(C)CC1=CC=C(C=C1)NC1=NC=CC2=C(C(=CC=C12)C)NC(=O)C=1C=CC=C2C=NC=NC12 N-(1-((4-((dimethylamino)methyl)phenyl)amino)-6-methylisoquinolin-5-yl)quinazoline-8-carboxamide